4-bromo-2-methoxy-5-methylpyridine BrC1=CC(=NC=C1C)OC